3-(5-acrylamidonaphthalene-1-yl)-7-(1H-pyrrole-2-carbonyl)-N-(tetrahydro-2H-pyran-4-yl)-5,6,7,8-tetrahydroimidazo[1,5-a]Pyrazine-1-carboxamide C(C=C)(=O)NC1=C2C=CC=C(C2=CC=C1)C1=NC(=C2N1CCN(C2)C(=O)C=2NC=CC2)C(=O)NC2CCOCC2